BrC=1C=NN(C1)C=1C=C(C=CC1)O 3-(4-bromo-1H-pyrazol-1-yl)phenol